10-(3-methoxyphenyl)-2-(2-morpholinylpyrimidin-5-yl)-7,8,9,10-tetrahydro-6H-cyclohepta[4,5]imidazo[1,2-a]pyridin-10-ol COC=1C=C(C=CC1)C1(CCCCC=2N=C3N(C=C(C=C3)C=3C=NC(=NC3)N3CCOCC3)C21)O